Cl.N1CCC12COCC2 6-oxa-1-azaspiro[3.4]octane HCl salt